[Si](C1=CC=CC=C1)(C1=CC=CC=C1)(C(C)(C)C)OC/C(=C/CCP(OC)(OC)=O)/Cl Dimethyl (Z)-(5-((tert-butyldiphenylsilyl)oxy)-4-chloropent-3-en-1-yl)phosphonate